O1C2=C(OCC1)C=C(C=C2)C(=O)N2CC1=CC=CC=C1C2 (2,3-dihydrobenzo[b][1,4]dioxin-6-yl)(isoindolin-2-yl)methanone